ClC1=C(N=C(N(C1=O)C1=CC(=NC=C1C)N1CC=C(C=C1)F)C)OC([2H])([2H])C1=C(C=C(C=C1)F)F 1-(4-(5-chloro-4-((2,4-Difluorophenyl)methoxy-d2)-2-methyl-6-pyrimidinone-1(6H)-yl)-5-methylpyridin-2-yl)-4-fluoro-1H-pyridine